N1C=CC2=CC=C(C=C12)CN (1H-indol-6-yl)methanamine